C(C1=CC=CC=C1)NCCNCC1=CC=CC=C1 N,N'-di-benzyl-1,2-ethylenediamine